C(C1=CC=CC=C1)OC(CCC(=O)O)(C(F)(F)F)C=1OC(=NN1)C1=NC(=C(C=C1NC(=O)OC(C)(C)C)C(F)(F)F)N(CCNC)C 4-Benzyloxy-4-[5-[3-(tert-butoxycarbonylamino)-6-[methyl-[2-(methylamino)ethyl]amino]-5-(trifluoromethyl)-2-pyridyl]-1,3,4-oxadiazol-2-yl]-5,5,5-trifluoro-pentanoic acid